C(=O)O.COC=1C=C2C3=C(NC2=CC1)C1C2N(CC3)CC(C2COC)C1 8-methoxy-1-(methoxymethyl)-1,2,3,5,6,11,12,12a-octahydro-2,12-methanopyrrolo[1',2':1,2]azepino[4,5-b]indole formic acid salt